(E)-propyl-1,3-propanediamine C(CC)C(CCN)N